tetrapropoxygermanium C(CC)O[Ge](OCCC)(OCCC)OCCC